5-{3-Carbamoyl-imidazo[1,5-a]pyridin-7-yl}-N-[(2S)-1-hydroxy-4-(trifluoromethoxy)butan-2-yl]-6-(trifluoromethyl)pyridine-3-carboxamide tin lead [Pb].[Sn].C(N)(=O)C1=NC=C2N1C=CC(=C2)C=2C=C(C=NC2C(F)(F)F)C(=O)N[C@H](CO)CCOC(F)(F)F